BrC1=C(C(=O)OC)C=CC(=C1)N1C(CC2(CC(C2)N2[C@@H](COCC2)C2=C(C=CC=C2)C(C)C)CC1)C methyl 2-bromo-4-{2-[(3R)-3-(2-isopropylphenyl)morpholin-4-yl]-6-methyl-7-azaspiro[3.5]nonan-7-yl}benzoate